(9S,13S,14S)-17-oxo-13-methyl-9,11,12,14,15,16-hexahydro-6H-cyclopenta[a]phenanthrene-3-ol O=C1CC[C@H]2C3=CCC=4C=C(C=CC4[C@H]3CC[C@]12C)O